NC=1C(=NC=C(C1NC(C)C)Br)C1=C(C=C(C#N)C=C1)F 4-(3-amino-5-bromo-4-(isopropylamino)pyridin-2-yl)-3-fluorobenzonitrile